(S)-quinuclidin-3-yl((R)-5-(3-ethoxyphenyl)-6-fluoro-2,2-dimethyl-2,3-dihydro-1H-inden-1-yl)carbamate N12C[C@H](C(CC1)CC2)OC(N[C@@H]2C(CC1=CC(=C(C=C21)F)C2=CC(=CC=C2)OCC)(C)C)=O